NCCCN(CCCCN(CCCN)CCCN)CCCN N,N,N',N'-tetra(3-aminopropyl)-1,4-butanediamine